COCCOC=1C=C2C3=NNC4=CC=C(OCCCNC(OCC(C1)=C2)=O)C=C34 4-(2-methoxyethoxy)-8,14-dioxa-10,19,20-triazatetracyclo[13.5.2.12,6.018,21]tricosa-1(20),2,4,6(23),15,17,21-heptaen-9-one